(R)-(3-methyl-6-(2-methyl-2H-pyrazolo[3,4-b]pyridin-5-yl)thieno[2,3-b]pyridin-2-yl)(tetrahydro-2H-pyran-4-yl)methanol CC1=C(SC2=NC(=CC=C21)C2=CC=1C(N=C2)=NN(C1)C)[C@H](O)C1CCOCC1